N8-(4,4-difluorocyclohexyl)-2-(methoxymethyl)imidazo[1,2-b]pyridazine-3,8-dicarboxamide FC1(CCC(CC1)NC(=O)C=1C=2N(N=CC1)C(=C(N2)COC)C(=O)N)F